Di-(sulfophenyl)phenylphosphin S(=O)(=O)(O)C1=C(C=CC=C1)P(C1=CC=CC=C1)C1=C(C=CC=C1)S(=O)(=O)O